C(CCCCC)C(C(=O)OCCCCCC(CCCCCOC(CN(C)C(C(CCCCCCCC)CCCCCC)=O)=O)=O)CCCCCCCC 11-((N-(2-hexyldecanoyl)-N-methylglycyl)oxy)-6-oxoundecyl 2-hexyldecanoate